N1=C(C(=C(C(=C1[2H])[2H])[2H])[2H])C1=NC(=C(C(=C1[2H])[2H])[2H])[2H] 2,2'-bipyridine-d8